5-chloro-4-trifluoromethyl-2-((2-(trimethylsilyl)ethoxy)methyl)pyridazin-3(2H)-one ClC1=C(C(N(N=C1)COCC[Si](C)(C)C)=O)C(F)(F)F